7-(3,4-dimethoxyphenyl)pyrazolo[1,5-a]pyrimidine-2-carboxylic acid COC=1C=C(C=CC1OC)C1=CC=NC=2N1N=C(C2)C(=O)O